CS(=O)(=O)O.NCC1=CC(=NC(=C1)C(F)(F)F)OC=1C=C(C=CC1)C(=O)N1C[C@H]([C@@H](C1)O)F (3-((4-(aminomethyl)-6-(trifluoromethyl)pyridin-2-yl)oxy)phenyl)((3R,4R)-3-fluoro-4-hydroxypyrrolidin-1-yl)methanone, methanesulfonate salt